1-(3-amino-4-fluorophenyl)-3-cyclopropyl-1-(pyridin-3-yl)propan-1-ol NC=1C=C(C=CC1F)C(CCC1CC1)(O)C=1C=NC=CC1